N1(CCC2=CC=CC=C12)C(=O)OCC indolinecarboxylic acid, 1-ethyl ester